CC1=NC(=CC(=N1)NC1=NN2C(C=C(C=C2)C2=C(C=NC(=C2)C(F)(F)F)OCC(C#N)(C)C)=C1)C 3-[[4-[2-[(2,6-dimethylpyrimidin-4-yl)amino]pyrazolo[1,5-a]pyridin-5-yl]-6-(trifluoromethyl)-3-pyridyl]oxy]-2,2-dimethyl-propanenitrile